O[C@]1(C(CO)=O)[C@@H](C[C@H]2[C@@H]3CCC4=CC(C=C[C@]4(C)C3=CC[C@]12C)=O)C 17α,21-dihydroxy-16α-methylpregna-1,4,9(11)-triene-3,20-dione